C1(CCCC2=CC=CC=C12)=O 3,4-dihydro-2H-naphthalen-1-one